C(C)OC(C1=C(C=C(C=C1)C(F)(F)F)NC1=C(C=C(C=C1)F)C)=O.ClC1=C(OC2=C(C(=O)NC3=CC(=CC=C3)S(N)(=O)=O)C=C(C=C2)C(F)(F)F)C=CC(=C1)F 2-(2-chloro-4-fluorophenoxy)-N-(3-sulfamoylphenyl)-5-(trifluoromethyl)benzamide ethyl-2-((4-fluoro-2-methylphenyl)amino)-4-(trifluoromethyl)benzoate